FC=1C=C(C=CC1F)C(N)=N 3,4-difluorobenzenecarboximidamide